ethyl (6R)-6-[4-[2-(5-methoxy-3-pyridyl)-3-pyridyl]piperazin-1-yl]-2-azaspiro[3.4]octane-2-carboxylate COC=1C=C(C=NC1)C1=NC=CC=C1N1CCN(CC1)[C@H]1CC2(CN(C2)C(=O)OCC)CC1